CC1=NN(C(=C1CCC(=O)N1CCC(CC1)C1=NC=CC=C1)C)C=1C=CC=2N(N1)C(=NN2)C 3-(3,5-dimethyl-1-(3-methyl-[1,2,4]triazolo[4,3-b]pyridazin-6-yl)-1H-pyrazol-4-yl)-1-(4-(pyridin-2-yl)piperidin-1-yl)propan-1-one